2-((1,1,1-trifluoropropan-2-yl)oxy)pyridin FC(C(C)OC1=NC=CC=C1)(F)F